N1=C(C=C2N1CCNC2)CO 4,5,6,7-tetrahydropyrazolo[1,5-a]pyrazin-2-ylmethanol